methyl 3-((3-chlorophenyl)-fluoromethyl)bicyclo[1.1.1]pentane-1-carboxylate ClC=1C=C(C=CC1)C(C12CC(C1)(C2)C(=O)OC)F